C(C)(C)(C)OC(=O)N1CCC(CC1)(O)CN1CCN(CC1)C(=O)OCC1=CC=CC=C1 benzyl 4-[[1-(tert-butoxycarbonyl)-4-hydroxypiperidin-4-yl]methyl]piperazine-1-carboxylate